C(=CCCCCCC)C(C(=O)[O-])CC(=O)[O-].[Al+3].C(=CCCCCCC)C(C(=O)[O-])CC(=O)[O-].C(=CCCCCCC)C(C(=O)[O-])CC(=O)[O-].[Al+3] Aluminium octenylsuccinat